4-[2,6-difluoro-4-(3-hydroxymethyl-thiophen-2-yl)-phenoxy]-benzene FC1=C(OC2=CC=CC=C2)C(=CC(=C1)C=1SC=CC1CO)F